OCCN1C=CN(C=C1)CCS(=O)(=O)O 2-[4-(2-hydroxyethyl)pyrazin-1-yl]ethanesulfonic acid